(trifluoromethyl)benzene FC(F)(F)C1=CC=CC=C1